methyl 2-methoxy-5-bromopyridine-4-carboxylate COC1=NC=C(C(=C1)C(=O)OC)Br